((1-ethyl-1H-imidazol-5-yl)methyl)-2-((3-(3-phenoxyphenyl)pyrrolidin-1-yl)methyl)-1H-benzo[d]imidazole-6-carboxylic acid methyl ester COC(=O)C=1C=CC2=C(N(C(=N2)CN2CC(CC2)C2=CC(=CC=C2)OC2=CC=CC=C2)CC2=CN=CN2CC)C1